(1-(methylsulfonyl)ethyl)-1H-pyrazole-4-carboxamide CS(=O)(=O)C(C)N1N=CC(=C1)C(=O)N